C1=C(C=CC=2C3=CC=CC=C3NC12)C(C(=O)O)C 2-(9H-carbazol-2-yl)propionic acid